ClC=1C=C(C=CC1C(=O)N1CCN(CC1)C(C[N+]1(CCCC1)C)=O)NC(=O)C=1N(C(=CN1)C1=C(C(=C(C=C1)C=1C(=NNC1)C)F)F)C N-[3-chloro-4-[4-[2-(1-methylpyrrolidin-1-ium-1-yl)acetyl]piperazine-1-carbonyl]phenyl]-5-[2,3-difluoro-4-(3-methyl-1H-pyrazol-4-yl)phenyl]-1-methyl-imidazole-2-carboxamide